ClC1=CC(=NC=C1C(=O)NC1=C(C=C(C=C1)OC(F)F)C)Cl 4,6-Dichloro-N-(4-(difluoromethoxy)-2-methylphenyl)nicotinamide